6-(6-chloro-3-(ethylsulfonyl)pyridin-2-yl)-2-(trifluoromethyl)-[1,2,4]triazolo[1,5-a]pyrimidine ClC1=CC=C(C(=N1)C=1C=NC=2N(C1)N=C(N2)C(F)(F)F)S(=O)(=O)CC